N-(1H-indazol-5-yl)-7,8-dihydro-5H-pyrano[4,3-d]Pyrimidin-4-amine N1N=CC2=CC(=CC=C12)NC=1C2=C(N=CN1)CCOC2